(RS)-N-(4-(Morpholin-2-yl)phenyl)-2-phenylthiazole-4-carboxamide N1C[C@H](OCC1)C1=CC=C(C=C1)NC(=O)C=1N=C(SC1)C1=CC=CC=C1 |r|